ClC1=C(C(=CC=C1)C#N)C=1C=CC(=NC1)CN(C(=O)C1(CC1)C1=CC=C2C(NN=C(C2=C1)CNC(OC(C)(C)C)=O)=O)C1CCCC=2C=CC=NC12 tert-butyl ((7-(1-(((5-(2-chloro-6-cyanophenyl)pyridin-2-yl)methyl)(5,6,7,8-tetrahydroquinolin-8-yl)carbamoyl)cyclopropyl)-4-oxo-3,4-dihydrophthalazin-1-yl)methyl)carbamate